C(C)(C)C1=C(C=C(C=C1OC)C=1OC2=C(N1)C=CC=C2)OC 2-(4-Isopropyl-3,5-dimethoxyphenyl)benzoxazole